2-morpholinothiobenzothiazole O1CCN(CC1)SC=1SC2=C(N1)C=CC=C2